1-(4-fluorophenyl)-N-(3-((1-methylpiperidin-4-yl)methyl)benzyl)cyclopentan-1-amine FC1=CC=C(C=C1)C1(CCCC1)NCC1=CC(=CC=C1)CC1CCN(CC1)C